C(C)(C)(C)OC(=O)N1CCN(CC1)C1=NN=C(N1)C=1C(=C(C=CC1)C1=CC(=C(C=C1)NC(C)=O)F)OC 4-(5-(4'-acetamido-3'-fluoro-2-methoxy-[1,1'-biphenyl]-3-yl)-4H-1,2,4-triazol-3-yl)piperazine-1-carboxylic acid tert-butyl ester